(syn-3-(8-fluoro-7-(3-hydroxynaphthalen-1-yl)-2-(((S)-1-methylpyrrolidin-2-yl)methoxy)pyrido[4,3-d]pyrimidin-4-yl)-3-azabicyclo[3.2.1]octan-8-yl)carbamate FC1=C(N=CC2=C1N=C(N=C2N2CC1CCC(C2)C1NC([O-])=O)OC[C@H]1N(CCC1)C)C1=CC(=CC2=CC=CC=C12)O